N\C(=C/C(=O)C1=CC=CC=C1)\C1=CC(=CC=C1)F (2Z)-3-amino-3-(3-fluorophenyl)-1-phenylpropan-2-en-1-one